2,5-difluoro-3-chlorobenzeneboronic acid FC1=C(C=C(C=C1Cl)F)B(O)O